methyl 6-methyl-2,4-dioxepinate CC1=COCOC(=C1)C(=O)OC